(S)-2-((6-((4-chloro-2-fluorobenzyl)oxy)-2'-oxo-[2,4'-bipyridine]-1'(2'H)-yl)methyl)-1-(oxetan-2-ylmethyl)-1H-benzo[d]imidazole-6-carboxylic acid ClC1=CC(=C(COC2=CC=CC(=N2)C2=CC(N(C=C2)CC2=NC3=C(N2C[C@H]2OCC2)C=C(C=C3)C(=O)O)=O)C=C1)F